4-(4-chlorophenyl)cyclohexanecarboxylic acid ClC1=CC=C(C=C1)C1CCC(CC1)C(=O)O